diammonium phthalate salt C(C=1C(C(=O)[O-])=CC=CC1)(=O)[O-].[NH4+].[NH4+]